(1S)-2-bromo-1-(4-fluoro-3-(trifluoromethyl)phenyl)ethanol BrC[C@@H](O)C1=CC(=C(C=C1)F)C(F)(F)F